4-(((1R,2R)-2-(methoxymethylene)cyclopropyl)buta-1,3-diynyl)benzoic acid COC=C1[C@H](C1)C#CC#CC1=CC=C(C(=O)O)C=C1